ClC=1C(=CC2=C3N(N=C2C1)CCCO3)\N=C\3/NC(N(C(N3CC3=C(C=C(C(=C3)F)F)F)=O)CC3=NN(C=N3)C)=O (E)-6-((8-chloro-3,4-dihydro-2H-[1,3]oxazino[3,2-b]indazol-9-yl)imino)-3-((1-methyl-1H-1,2,4-triazol-3-yl)methyl)-1-(2,4,5-trifluorobenzyl)-1,3,5-triazine-2,4-dione